(R)-5-chloro-N-(1-(piperidin-4-ylmethyl)pyrrolidin-3-yl)-4-(1H-pyrrolo[2,3-b]pyridin-3-yl)pyrimidin-2-amine hydrochloride Cl.ClC=1C(=NC(=NC1)N[C@H]1CN(CC1)CC1CCNCC1)C1=CNC2=NC=CC=C21